N-((4,6-dimethyl-2-oxo-1,2-dihydropyridin-3-yl)methyl)-3,5-dimethoxybenzamide CC1=C(C(NC(=C1)C)=O)CNC(C1=CC(=CC(=C1)OC)OC)=O